COC(=O)C1(CC2CC=CCC2C1)C(=O)OC 1,3,3a,4,7,7a-hexahydro-2H-indene-2,2-dicarboxylic acid dimethyl ester